((cyclohexyloxy)carbonyl)-L-leucine C1(CCCCC1)OC(=O)N[C@@H](CC(C)C)C(=O)O